C(C=C)(=O)O.C(=C)[Li] vinyl-lithium acrylate